4-(1-oxo-2-propenyl)morpholine O=C(C=C)N1CCOCC1